[2-(2,2-dimethyl-benzo[1,3]dioxol-5-ylamino)-5-methyl-pyrimidin-4-ylamino]-3H-benzoxazol-2-one CC1(OC2=C(O1)C=CC(=C2)NC2=NC=C(C(=N2)NN2C(OC1=C2C=CC=C1)=O)C)C